C1(=CC=CC=C1)N(C1=CC(=C(C(=C1)C)C1=CC(=NC(=C1)C1=CC=CC=C1)C1=CC=CC=C1)C)C1=CC=CC=C1 4-(4-(diphenylamino)-2,6-dimethylphenyl)-2,6-diphenylpyridine